ClC=CC 1-chloropropylene